C1(CC1)C=1N=CN(C1)C1=CC=CC2=C1N=C(S2)C(=O)O 4-(4-cyclopropyl-1H-imidazol-1-yl)benzo[d]thiazole-2-carboxylic acid